(E)-Cyclooct-5-ene-1,2-dione C1(C(CC\C=C\CC1)=O)=O